8-[4-(6-{4-[(1S)-1-amino-4-(2-nitro-1H-imidazol-1-yl)butyl]-1H-1,2,3-triazol-1-yl}hexanoyl)piperazin-1-yl]-9-ethyl-6,6-dimethyl-11-oxo-5H,6H,11H-benzo[b]carbazole-3-carbonitrile N[C@@H](CCCN1C(=NC=C1)[N+](=O)[O-])C=1N=NN(C1)CCCCCC(=O)N1CCN(CC1)C=1C(=CC2=C(C(C=3NC4=CC(=CC=C4C3C2=O)C#N)(C)C)C1)CC